Cl.F[C@H]1[C@@H](CC1)N (1R,2R)-2-fluorocyclobutan-1-amine hydrochloride